N1=CN=C(C2=C1NC1=C2CCCCC1)C=1CCN(CC1)C(=O)N 4-(5,6,7,8,9,10-hexahydrocyclohepta[4,5]pyrrolo[2,3-d]pyrimidin-4-yl)-3,6-dihydropyridine-1(2H)-carboxamide